Cyclopropyl-[(5r,7r)-5-(1,1-difluoropropyl)-7-fluoro-6,7-dihydro-5H-pyrrolo[1,2-b][1,2,4]triazol-2-yl]methanone C1(CC1)C(=O)C=1N=C2N(N1)[C@H](C[C@H]2F)C(CC)(F)F